C(#N)C1=CC(=CC=2C(=COC21)CC(=O)OCC)OC ethyl 2-(7-cyano-5-methoxybenzofuran-3-yl)acetate